ClC1=C(C=C(OCC(=O)NC23CC(C2)(C3)C(=O)NC3=NC=CC(=C3)CO)C=C1)F 3-[2-(4-chloro-3-fluorophenoxy)acetamido]-N-[4-(hydroxymethyl)pyridin-2-yl]bicyclo[1.1.1]pentane-1-carboxamide